ethyl (E)-7-chloro-((S)-2,2-dimethylcyclopropanecarboxamido)-2-heptenoate ClCCCC/C=C(\C(=O)OCC)/NC(=O)[C@@H]1C(C1)(C)C